ClC1=CC(=C(N=N1)C(=O)[O-])NC=1C=C2CN(C(C2=CC1)=O)C 6-chloro-4-((2-methyl-1-oxoisoindoline-5-yl)amino)pyridazine-3-carboxylate